phenylphenazine chloride [Cl-].C1(=CC=CC=C1)C1=CC=CC2=NC3=CC=CC=C3N=C12